methyl methylbutanoate CC(C(=O)OC)CC